2-amino-2-methyl-propanenitrile hydrochloride Cl.NC(C#N)(C)C